tert-butyl 6-(4-amino-2-(trifluoromethyl) phenyl)-2,6-diazaspiro[3.3]heptane-2-carboxylate NC1=CC(=C(C=C1)N1CC2(CN(C2)C(=O)OC(C)(C)C)C1)C(F)(F)F